C1(CC1)N1C=NC2=C1C=C(C(=C2)C#CC2=NN(C(=C2C(=O)N)NC)C2CN(CC2)C(C#C)=O)F 3-[2-(1-cyclopropyl-6-fluoro-1,3-benzodiazol-5-yl)ethynyl]-5-(methylamino)-1-[1-(prop-2-ynoyl)pyrrolidin-3-yl]pyrazole-4-carboxamide